5-methoxy-4-(prop-2-yn-1-ylamino)-1-(pyridin-3-yl)-7-(trifluoromethyl)quinazolin-2(1H)-one COC1=C2C(=NC(N(C2=CC(=C1)C(F)(F)F)C=1C=NC=CC1)=O)NCC#C